acrylic myristyl ester C(CCCCCCCCCCCCC)OC(C=C)=O